[Br-].C(CCCCCCCCC)[P+](C1=CC=CC=C1)(C1=CC=CC=C1)C1=CC=CC=C1 Decyltriphenylphosphonium bromid